5-(tert-butyl) 3-ethyl 1-(4-bromo-3-fluoro-2-methoxyphenyl)-1,4,6,7-tetrahydro-5H-pyrazolo[4,3-c]pyridine-3,5-dicarboxylate BrC1=C(C(=C(C=C1)N1N=C(C=2CN(CCC21)C(=O)OC(C)(C)C)C(=O)OCC)OC)F